2-(dimethylamino)ethylbenzyl chloride acrylate C(C=C)(=O)O.CN(CCC(C1=CC=CC=C1)Cl)C